1-bromo-9-chloro-3-(3-iodophenyl)nonan-2-one BrCC(C(CCCCCCCl)C1=CC(=CC=C1)I)=O